N-methyl-4-(4-{[trans-4-{[4-(pentafluoro-λ6-sulfanyl)phenyl]Amino}cyclohexyl]sulfonimidoyl}phenyl)pyridine-2-carboxamide CNC(=O)C1=NC=CC(=C1)C1=CC=C(C=C1)S(=O)(=N)[C@@H]1CC[C@H](CC1)NC1=CC=C(C=C1)S(F)(F)(F)(F)F